C(C)(C)(C)OC(=O)N1C2CC(C(C1)C2)N2C(N(C1=NC(=NC=C1C2)NC2=CC=C(C=C2)N2CCN(CC2)C)C)=O.C(C)O[Si](CC[Si](OCC)(OCC)OCC)(OCC)OCC 1,2-bis(triethoxysilyl)ethane tert-butyl-5-[1-methyl-7-[4-(4-methylpiperazin-1-yl)anilino]-2-oxo-4H-pyrimido[4,5-d]pyrimidin-3-yl]-2-azabicyclo[2.2.1]heptane-2-carboxylate